tert-butyl N-[[(2R)-2-benzyloxy-5-hydroxy-2-(trifluoromethyl)pentanoyl] amino]carbamate C(C1=CC=CC=C1)O[C@@](C(=O)NNC(OC(C)(C)C)=O)(CCCO)C(F)(F)F